BrC1C(CCCCCCCCCCCCC1)C(C(C)O)O 2-bromo-cyclopentadecyl-1,2-propylene glycol